CC1=C(NC2=NSC3=C2C=CC=C3)C=CC=C1C1=CC=CC=C1 3-(2-methyl-3-phenylanilino)benzisothiazol